3-(2-((6-chlorohexyl)oxy)ethoxy)propionic acid ClCCCCCCOCCOCCC(=O)O